C(C)NC1=C(C=C(C(=C1)SCC)C1=NC2=C(C=NC(=C2)C(F)(F)F)N1C)[N+](=O)[O-] N-ethyl-5-ethylsulfanyl-4-[3-methyl-6-(trifluoromethyl)imidazo[4,5-c]pyridin-2-yl]-2-nitroaniline